1-[4-[4-[3-chloro-4-[[2-[3-(trifluoromethyl)pyrrolidin-1-yl]-4-pyridyl]oxy]anilino]-7H-pyrrolo[2,3-d]pyrimidin-5-yl]-1-piperidyl]prop-2-en-1-one ClC=1C=C(NC=2C3=C(N=CN2)NC=C3C3CCN(CC3)C(C=C)=O)C=CC1OC1=CC(=NC=C1)N1CC(CC1)C(F)(F)F